C(C(C)C)N1CC2(CN(C2)CC2=CC=C(C=C2)C=2C=C(C3=C(N(C(=N3)C3=CC=C(C=C3)S(=O)(=O)C)C)C2)C)C1 6-(4-((6-isobutyl-2,6-diazaspiro[3.3]hept-2-yl)methyl)phenyl)-1,4-dimethyl-2-(4-(methylsulfonyl)phenyl)-1H-benzo[d]imidazole